ClC1=NC=CC(=C1)C(CN1[C@@H](CCN2C1=NC(=CC2=O)N2[C@@H](COCC2)C)C(F)(F)F)=O (S)-9-[2-(2-Chloro-pyridin-4-yl)-2-oxo-ethyl]-2-((R)-3-methyl-morpholin-4-yl)-8-trifluoromethyl-6,7,8,9-tetrahydro-pyrimido[1,2-a]-pyrimidin-4-one